C(C)(C)(C)C1=CC=C(C=C1)C1=CC(=CC=C1)N(C1=NC=2N(C3=CC(=C(C=C13)F)N)C=NN2)C N5-(4'-(tert-butyl)-[1,1'-biphenyl]-3-yl)-7-fluoro-N5-methyl-[1,2,4]triazolo[4,3-a]quinazoline-5,8-diamine